BrC1=NN(C(=C1)C(=O)Cl)C1=NC=CC=C1Cl 3-bromo-1-(3-chloro-2-pyridyl)-1H-pyrazol-5-carbonyl chloride